2,3-diiodostyrene IC1=C(C=C)C=CC=C1I